1-(6-amino-3-(4'-chloro-1',2'-dihydrospiro[cyclopropane-1,3'-pyrrolo[2,3-b]pyridin]-5'-yl)-2-fluorophenyl)-5-methylimidazolidin-2-one NC1=CC=C(C(=C1N1C(NCC1C)=O)F)C=1C(=C2C(=NC1)NCC21CC1)Cl